alpha-methyl-p-propylstyrene CC(=C)C1=CC=C(C=C1)CCC